ClC=1C=C(C=CC1B1OC(C(O1)(C)C)(C)C)C1N(C[C@H](CC1)C)C(=O)OC(C)(C)C tert-Butyl (5S)-2-[3-chloro-4-(4,4,5,5-tetramethyl-1,3,2-dioxaborolan-2-yl)phenyl]-5-methyl-piperidine-1-carboxylate